C(C1CO1)N1C(=O)N(C(=O)C1C1=CC=CC=C1)CC1CO1 1,3-diglycidyl-5-phenylhydantoin